ClC1=CC=C(C=C1)C=1N=C2N(C=CC=C2)C1CN1CC2CCC(C1)N2C(=O)NC2=C(C=CC=C2C)CC 3-{[2-(4-Chlorophenyl)imidazo[1,2-a]pyridin-3-yl]methyl}-N-(2-ethyl-6-methylphenyl)-3,8-diazabicyclo[3.2.1]octan-8-carboxamid